tert-butyl (1S,2S,5R)-2-(2,2-difluoro-1-hydroxy-ethyl)-3,8-diazabicyclo[3.2.1]octane-8-carboxylate FC(C(O)[C@@H]1[C@@H]2CC[C@H](CN1)N2C(=O)OC(C)(C)C)F